2-(2-Chloro-5-isopropyl-8-oxothieno[2',3':4,5]pyrrolo[1,2-d][1,2,4]triazin-7(8H)-yl)-N-(2-hydroxyethyl)acetamide ClC1=CC2=C(C=C3N2C(=NN(C3=O)CC(=O)NCCO)C(C)C)S1